(rac)-3-cyclopropyl-1-((3,3-difluoro-1-methylcyclobutyl)methyl)-N-(2-(S-methylsulfonimidoyl)pyridin-4-yl)-4-(trifluoromethyl)-1H-pyrazole-5-carboxamide C1(CC1)C1=NN(C(=C1C(F)(F)F)C(=O)NC1=CC(=NC=C1)[S@@](=O)(=N)C)CC1(CC(C1)(F)F)C |r|